N1-(6-amino-5,6,7,8-tetrahydroquinolin-3-yl)-N2-(3-fluoro-4-(pyridin-3-yl)benzyl)-N2-methyloxalamide NC1CC=2C=C(C=NC2CC1)NC(C(=O)N(C)CC1=CC(=C(C=C1)C=1C=NC=CC1)F)=O